4-pyridinecarbaldehyde N1=CC=C(C=C1)C=O